bis(4-hexylphenyl)iodonium hexafluoroantimonate F[Sb-](F)(F)(F)(F)F.C(CCCCC)C1=CC=C(C=C1)[I+]C1=CC=C(C=C1)CCCCCC